1,2-dihydro-pyridine-3-carboxylic acid 4-methanesulfonyl-benzylamide CS(=O)(=O)C1=CC=C(CNC(=O)C=2CNC=CC2)C=C1